Cl.Cl.C(N)(O)=O carbamate dihydrochloride